BrC1=C(C=C(OCC=2C=C(C=CC2)NC(OC(C)(C)C)=O)C=C1)C=O tert-butyl (3-((4-bromo-3-formylphenoxy)methyl)phenyl)carbamate